ClC=1C=C(OC2CN(C2)C(=O)N2C[C@@H]3[C@@H](OCC(N3)=O)CC2)C=C(C1)N1CCCC1 (4aR,8aS)-6-[3-(3-chloro-5-pyrrolidin-1-yl-phenoxy)azetidine-1-carbonyl]-4,4a,5,7,8,8a-hexahydropyrido[4,3-b][1,4]oxazin-3-one